C(C1=CC=CC=C1)N1CCC(CC1)CCNC(=O)C=1N=CN(C1)C1=NC=C(C=C1)C#N N-[2-(1-benzylpiperidin-4-yl)ethyl]-1-(5-cyanopyridin-2-yl)-1H-imidazole-4-carboxamide